6'-((5S)-5-methylpiperidin-2-yl)-1',4'-dihydro-2'H-spiro[cyclopropane-1,3'-quinolin]-2'-one C[C@H]1CCC(NC1)C=1C=C2CC3(C(NC2=CC1)=O)CC3